3-(2,6-Difluoropyridin-4-yl)-7-ethoxy-6-(4-fluoropiperidin-4-yl)imidazo[1,2-a]pyridine FC1=NC(=CC(=C1)C1=CN=C2N1C=C(C(=C2)OCC)C2(CCNCC2)F)F